CC1(CC(C1)N1N=C2C(=N1)C=C(C=C2C(F)(F)F)B2OC(C(O2)(C)C)(C)C)O (cis)-1-methyl-3-[6-(4,4,5,5-tetramethyl-1,3,2-dioxaborolan-2-yl)-4-(trifluoromethyl)-2H-1,2,3-benzotriazol-2-yl]cyclobutanol